N,N,N,N-tetraMethyl-1,6-hexanediamine CN(C)CCCCCCN(C)C